CN1C(=NN=C1)C[C@H](C)C=1C=C(C=CC1)NC(C1=NC(=CC=C1)C(F)(F)F)=O (S)-N-(3-(1-(4-methyl-4H-1,2,4-triazol-3-yl)propan-2-yl)phenyl)-6-(trifluoromethyl)picolinamide